B(O)(O)OB(O)O.N1=C(C)C(O)=C(CO)C(CO)=C1 pyridoxine diborate